2-(2,8-dimethylimidazo[1,2-b]pyridazin-6-yl)-6-(4-piperidinyl)-3H-thieno[2,3-d]pyrimidin-4-one hydrochloride Cl.CC=1N=C2N(N=C(C=C2C)C=2NC(C3=C(N2)SC(=C3)C3CCNCC3)=O)C1